3-aminopropyl alpha-D-mannopyranosyl-(1→6)-alpha-D-galactopyranosyl-(1→6)-alpha-D-mannopyranosyl-(1→6)-alpha-D-galactopyranoside [C@H]1([C@@H](O)[C@@H](O)[C@H](O)[C@H](O1)CO)OC[C@@H]1[C@@H]([C@@H]([C@H]([C@H](O1)OC[C@@H]1[C@H]([C@@H]([C@@H]([C@H](O1)OC[C@@H]1[C@@H]([C@@H]([C@H]([C@@H](OCCCN)O1)O)O)O)O)O)O)O)O)O